BrC1=C(C(=O)OC)C=C(C=C1C)NC1=NC=C(C(=N1)NC(CC)CC)C methyl 2-bromo-5-[[4-(1-ethylpropylamino)-5-methyl-pyrimidin-2-yl] amino]-3-methyl-benzoate